BrC1=CC(=C(C(=C1C(=O)NC=1C=NC=[N+](C1)[O-])F)Cl)Cl 5-(6-bromo-3,4-dichloro-2-fluorobenzamido)pyrimidine 1-oxide